N-(2-(dimethylamino)ethyl)-N-ethyl-3-isopropyl-2-(8-methoxy-[1,2,4]triazolo[1,5-a]pyridin-6-yl)-6-methyl-1H-pyrrolo[3,2-b]pyridine-5-carboxamide CN(CCN(C(=O)C1=C(C=C2C(=N1)C(=C(N2)C=2C=C(C=1N(C2)N=CN1)OC)C(C)C)C)CC)C